2-hydroxy-5-methoxy-3-(5-methoxy-2H-benzo[d][1,2,3]triazol-2-yl)benzyl methacrylate C(C(=C)C)(=O)OCC1=C(C(=CC(=C1)OC)N1N=C2C(=N1)C=CC(=C2)OC)O